tert-butyl 4-[N-(7-[[2-fluoro-4-(pyrazol-1-yl)phenyl]amino]-1,6-naphthyridin-2-yl)methanesulfonamido]piperidine-1-carboxylate FC1=C(C=CC(=C1)N1N=CC=C1)NC1=NC=C2C=CC(=NC2=C1)N(S(=O)(=O)C)C1CCN(CC1)C(=O)OC(C)(C)C